FC(C=1C(=C(C=CC1)[C@@H](C)NC1=NN(C(C=2C1=CN(C(C2OC2COC2)=O)C2(CC2)C(F)F)=O)C)F)F (R)-4-((1-(3-(difluoromethyl)-2-fluorophenyl)ethyl)amino)-6-(1-(difluoromethyl)cyclopropyl)-2-methyl-8-(oxetan-3-yloxy)pyrido[3,4-d]pyridazine-1,7(2H,6H)-dione